(1R,2R)-2-[(4,4-diethyl-2-imino-6-oxo-hexahydropyrimidin-1-yl)-(3-pyridyl)methyl]-N-[(1R,2R)-2-hydroxyindan-1-yl]cyclopropanecarboxamide C(C)C1(NC(N(C(C1)=O)C([C@H]1[C@@H](C1)C(=O)N[C@H]1[C@@H](CC2=CC=CC=C12)O)C=1C=NC=CC1)=N)CC